C(=CCCC)[Si](OCCC)(OCCC)OCCC pentenyl-tripropoxysilane